CC1=NOC(=C1C1=CC=C(C=N1)NC([C@@H](C1CCC(CC1)C)C1=NN(C(=C1)C(=O)N)C(C)C)=O)C (S)-2-((6-(3,5-dimethylisoxazol-4-yl)pyridin-3-yl)amino)-1-((1r,4S)-4-methylcyclohexyl)-2-oxoethyl-1-isopropyl-1H-pyrazole-5-carboxamide